(2S,5R)-2-(1-(4-bromophenyl)-3-(furan-3-yl)-1H-pyrazol-4-yl)-5-methyl-3-(2-(2-oxo-2,3-dihydro-1H-benzo[d]imidazol-5-yl)ethyl)oxazolidin-4-one D-β-hydroxybutyrate OC(CC(=O)O)C.BrC1=CC=C(C=C1)N1N=C(C(=C1)[C@@H]1O[C@@H](C(N1CCC1=CC2=C(NC(N2)=O)C=C1)=O)C)C1=COC=C1